ClCOCC[Si](C)(C)C (2-chloromethoxyethyl)trimethylsilane